methyl 6-[[(2R)-2-[4-(2-chloro-4-fluoro-phenyl)-2-oxo-chromen-7-yl]oxypropanoyl]amino]pyridine-2-carboxylate ClC1=C(C=CC(=C1)F)C1=CC(OC2=CC(=CC=C12)O[C@@H](C(=O)NC1=CC=CC(=N1)C(=O)OC)C)=O